5-hydroxy-4-(hydroxymethyl)pentanoic acid isopropyl ester C(C)(C)OC(CCC(CO)CO)=O